ClC=1C=CC2=C(N(CC(O2)C(=O)NC23CC(C2)(C3)NC(COC3=CC(=C(C=C3)Cl)F)=O)C(=O)C3(CC3)F)C1 6-chloro-N-{3-[2-(4-chloro-3-fluorophenoxy)acetamido]bicyclo[1.1.1]pentan-1-yl}-4-(1-fluorocyclopropane-1-carbonyl)-3,4-dihydro-2H-1,4-benzoxazine-2-carboxamide